2,2,4,4-tetramethyl-cyclobutane-1,3-diol di-n-butyrate C(CCC)(=O)OC1C(C(C1(C)C)OC(CCC)=O)(C)C